F[C@H]1C[C@H](N2N=C(N=C21)C(=O)[C@@H]2[C@H](C2)C)C2=CC=CC=C2 [(5S,7S)-7-fluoro-5-phenyl-6,7-dihydro-5H-pyrrolo[1,2-b][1,2,4]triazol-2-yl]-[(1S,2S)-2-methylcyclopropyl]methanone